4-methyl-piperazine-1-carboxylic acid (4-{5-amino-6-[1-(2,6-dichloro-3-fluoro-phenyl)-ethoxy]-pyrazin-2-yl}-phenyl)-amide NC=1N=CC(=NC1OC(C)C1=C(C(=CC=C1Cl)F)Cl)C1=CC=C(C=C1)NC(=O)N1CCN(CC1)C